Tert-butyl 4-[[7-([2-fluoro-4-[3-(hydroxymethyl)pyrazol-1-yl]phenyl]amino)-1,6-naphthyridin-2-yl](hydroxy)methyl]piperidine-1-carboxylate FC1=C(C=CC(=C1)N1N=C(C=C1)CO)NC1=NC=C2C=CC(=NC2=C1)C(C1CCN(CC1)C(=O)OC(C)(C)C)O